7-methyl-9-ethyl-theophylline dicyanamide salt [N-](C#N)C#N.CN1CN(C=2N(C(N(C)C(C12)=O)=O)C)CC